CC=1C=C(C=C(C1O)C)C(C)(C)C1=CC(=C(C(=C1)C)O)C bis(3,5-dimethyl-4-hydroxyphenyl)propane